OC(=O)C(F)(F)F.[C@@H]12OC([C@@H](NC1)C2)=O (1S,4S)-2-oxa-5-azabicyclo[2.2.1]heptan-3-one TFA salt